FC=1C(=CC(=C(C(=O)N)C1)O[C@H](C(F)(F)F)C)N1N=C2COCCN2C1=O 5-fluoro-4-(3-oxo-5,6-dihydro-3H-[1,2,4]triazolo[3,4-c][1,4]oxazin-2(8H)-yl)-2-{[(2S)-1,1,1-trifluoropropan-2-yl]oxy}benzamide